Copper Hexafluorophosphate F[P-](F)(F)(F)(F)F.[Cu+2].F[P-](F)(F)(F)(F)F